C(#N)C(CCC(=O)O)(C)SC(=S)SCCC 4-cyano-4-(propylsulfanylthiocarbonyl)sulfanylpentanoic acid